C(C)(C)(C)OC(N(C)CCCCC1=CC(=C(C=C1)O)F)=O N-[4-(3-fluoro-4-hydroxyphenyl)butyl]-N-methylcarbamic acid tert-butyl ester